ClC1=C(C(=O)N[C@H](CCOCCCCC2=NC=3NCCCC3C=C2)C(=O)O)C=CC=C1F N-(2-chloro-3-fluorobenzoyl)-O-(4-(5,6,7,8-tetrahydro-1,8-naphthyridin-2-yl)butyl)-D-homoserine